C(C)(C)(C)OC(N(C(=O)OC(C)(C)C)C=1C=NC=C(C1C)C=1C=C2C=C(N=CC2=C(C1F)Cl)N)=O N-[5-(3-amino-8-chloro-7-fluoro-6-isoquinolinyl)-4-methyl-3-pyridinyl]-N-tert-butoxycarbonyl-carbamic acid tert-butyl ester